(1R,4S)-8-(((trifluoromethyl) sulfonyl) oxy)-1,2,3,4-tetrahydro-1,4-methanonaphthalen-5-yl acetate C(C)(=O)OC1=C2[C@H]3CC[C@@H](C2=C(C=C1)OS(=O)(=O)C(F)(F)F)C3